BrC1=CN(C=2N=C(N=CC21)NCCCC)C2CCN(CC2)C(C(C)C)=O 1-(4-(5-bromo-2-(butylamino)-7H-pyrrolo[2,3-d]pyrimidin-7-yl)piperidin-1-yl)-2-methylpropan-1-one